methyl 5-[7-(2,2-difluoroethenyl)-5-{[2-(trimethylsilyl) ethoxy] methyl} pyrrolo[2,3-b]pyrazin-2-yl]-1,3-thiazole-2-carboxylate FC(=CC1=CN(C2=NC=C(N=C21)C2=CN=C(S2)C(=O)OC)COCC[Si](C)(C)C)F